1-[(2-bromo-6-{6,6-difluoro-3-azabicyclo[3.1.0]hex-3-yl}pyridin-3-yl)methyl]-1H-imidazole-4-carboxylic acid ethyl ester C(C)OC(=O)C=1N=CN(C1)CC=1C(=NC(=CC1)N1CC2C(C2C1)(F)F)Br